NC12CC3(CC(CC(C1)C3)C2)NCC(=O)N2CC3=CC=C(C=C3C2)F 2-((3-aminoadamantan-1-yl)amino)-1-(5-fluoroisoindolin-2-yl)ethan-1-one